(1-isopropyl-1H-pyrazol-3-yl)-3-methyl-1H-pyrrole-2-carboxylic acid methyl ester COC(=O)C=1N(C=CC1C)C1=NN(C=C1)C(C)C